sodium N,N-dimethylaminodithioformate CN(C)C(=S)[S-].[Na+]